CC(=CCC(C(=O)OC)(C(=O)OC)CC#C)C dimethyl 2-(3-methyl-2-butenyl)-2-propargylmalonate